12-nonacosynoic acid C(CCCCCCCCCCC#CCCCCCCCCCCCCCCCC)(=O)O